ClC1=CC=C(C(=N1)C(=O)O)N[C@@H](C)C1=CC(=CN2C1=NC(=C(C2=O)C)N2CCCCC2)C (S)-6-chloro-3-((1-(3,7-dimethyl-4-oxo-2-(piperidin-1-yl)-4H-pyrido[1,2-a]pyrimidin-9-yl)ethyl)amino)picolinic acid